N-(4-(5-(3,5-dichlorophenyl)-5-(trifluoromethyl)-4,5-dihydroisoxazol-3-yl)phenyl)acetamide ClC=1C=C(C=C(C1)Cl)C1(CC(=NO1)C1=CC=C(C=C1)NC(C)=O)C(F)(F)F